OC1=C(C(N(C=C1C)C)=O)NC(N[C@@H](CC(=O)O)C=1C(=C(C=CC1)C1=CC=CC=C1)C)=O (S)-3-(3-(4-hydroxy-1,5-dimethyl-2-oxo-1,2-dihydropyridin-3-yl)ureido)-3-(2-methylbiphenyl-3-yl)propanoic acid